plumbic acetate C(C)(=O)[O-].[Pb+4].C(C)(=O)[O-].C(C)(=O)[O-].C(C)(=O)[O-]